N-(6-bromothiazolo[4,5-b]pyridin-2-yl)-5'-methoxy-2',6-dimethyl-[4,4'-bipyridine]-3-carboxamide BrC=1C=C2C(=NC1)N=C(S2)NC(=O)C=2C=NC(=CC2C2=CC(=NC=C2OC)C)C